BrC1=C2C=NN(C2=CC(=C1CCOCC(=O)OC(C)(C)C)Cl)C1OCCCC1 tert-butyl 2-(2-(4-bromo-6-chloro-1-(tetrahydro-2H-pyran-2-yl)-1H-indazol-5-yl)ethoxy)acetate